C1(CC1)C[C@@H]1N[C@H](C2=CC=C(C=C2C1)OC)C1=CC=C(C#N)C=C1 4-((1S,3S)-3-(cyclopropylmethyl)-6-methoxy-1,2,3,4-tetrahydroisoquinolin-1-yl)benzonitrile